C1(CC1)C1=CCC(C(=O)O)(C=C1)[C@H]1N(CCCC1)CC1=C2C=CNC2=C(C=C1OC)C (2S)-4-cyclopropyl-1-((5-methoxy-7-methyl-(1H-indol-4-yl)methyl)piperidin-2-yl)benzoic acid